(R)-3-(3-chloro-4-fluorophenyl)-1-(8,9-difluoro-6-oxo-1,2,3,4,5,6-hexahydrobenzo[c][1,7]naphthyridin-1-yl)-1-methylurea ClC=1C=C(C=CC1F)NC(N(C)[C@@H]1C=2C3=C(C(NC2CNC1)=O)C=C(C(=C3)F)F)=O